BrC=1C(=C(C=CC1)C(C)N)OC 1-(3-bromo-2-methoxyphenyl)ethan-1-amine